N1(CCOCC1)C(=O)C=1C=NC(=NC1)N1CCCCC1 1-(5-(morpholine-4-carbonyl)pyrimidin-2-yl)piperidin